COC([C@@H](NC(C(F)(F)F)C1=CC(=C(C=C1)C1=C(C=CC(=C1)Cl)F)O)CC(C)C)=O (1-(5'-chloro-2-hydroxy-2'-fluoro-[1,1'-biphenyl]-4-yl)-2,2,2-trifluoroethyl)-L-leucine methyl ester